(6-((4-((4-(4-(azetidin-1-ylmethyl)piperidin-1-yl)-5-ethyl-2-methoxyphenyl)amino)-1,3,5-triazin-2-yl)amino)quinoxalin-5-yl)dimethylphosphine N1(CCC1)CC1CCN(CC1)C1=CC(=C(C=C1CC)NC1=NC(=NC=N1)NC=1C(=C2N=CC=NC2=CC1)P(C)C)OC